(3-(3-(4-chlorophenyl)ureido)-2-oxopiperidin-1-yl)-N-methyl-[1,1'-biphenyl]-2-carboxamide ClC1=CC=C(C=C1)NC(NC1C(N(CCC1)C1=C(C(=CC=C1)C1=CC=CC=C1)C(=O)NC)=O)=O